5-bromo-1-(1-{8-fluoro-2-methylimidazo[1,2-a]pyridin-6-yl}ethyl)-3-methylindazole BrC=1C=C2C(=NN(C2=CC1)C(C)C=1C=C(C=2N(C1)C=C(N2)C)F)C